5-bromo-1,7-dimethylisoquinoline BrC1=C2C=CN=C(C2=CC(=C1)C)C